CC(C)(C)[S@](=O)\N=C/1\C=2C(NCC1)=C(NN2)C(=O)OCC ethyl (7E)-7-{[(S)-2-methylpropane-2-sulfinyl]imino}-4,5,6,7-tetrahydro-2H-pyrazolo[4,3-b]pyridine-3-carboxylate